2-fluoro-5-[(6-fluoro-1H-pyrrolo[3,2-b]pyridin-5-yl)oxy]benzamidine FC1=C(C(=N)N)C=C(C=C1)OC1=C(C=C2C(=N1)C=CN2)F